1-(4-bromophenyl)-2-(2-fluorophenyl)propan-1-one BrC1=CC=C(C=C1)C(C(C)C1=C(C=CC=C1)F)=O